FC1=C2NC(C=3N(C2=C(C(=C1F)C1=C2C=CNC2=CC=C1)C)C(=NN3)C)(C)C 4-(6,7-Difluoro-1,4,4,9-tetramethyl-5H-[1,2,4]triazolo[4,3-a]quinoxalin-8-yl)-1H-indole